(R)-2-(2-(4-fluorobenzyl)azepan-1-yl)-6-morpholinopyrimidin-4(3H)-one FC1=CC=C(C[C@@H]2N(CCCCC2)C2=NC(=CC(N2)=O)N2CCOCC2)C=C1